((1r,3r)-3-(2-hydroxypropan-2-yl)cyclobutyl)-5-(1H-imidazol-1-yl)-1H-pyrazolo[3,4-c]pyridine-7-carboxamide OC(C)(C)C1CC(C1)N1N=CC=2C1=C(N=C(C2)N2C=NC=C2)C(=O)N